[7-[[4-methyl-6-(methylamino)pyrimidin-2-yl] amino]-2,3-dihydro-1,4-benzodioxin-5-yl] trifluoromethanesulfonate FC(S(=O)(=O)OC1=CC(=CC=2OCCOC21)NC2=NC(=CC(=N2)C)NC)(F)F